2,2'-(cyclohexane-diyl)bis(N,N-diethyl-N-methylethane-1-aminium) iodide [I-].C1(CCCCC1)(CC[N+](CC)(CC)C)CC[N+](C)(CC)CC.[I-]